6-(pyridin-4-yl)benzonitrile N1=CC=C(C=C1)C1=CC=CC=C1C#N